O=O oxygen oxide